2-amino-3-bromo-6-methylbenzoic acid NC1=C(C(=O)O)C(=CC=C1Br)C